BrC1=CC(=NC=C1)NCCOC 4-bromo-N-(2-methoxyethyl)pyridin-2-amine